C(C(C)C)[C@H]1C(N(CCN1S(=O)(=O)C1=C(C=CC=C1)[N+](=O)[O-])[C@H](C(=O)O)CC(C)C)=O (S)-2-[(S)-3-isobutyl-4-(o-nitrophenylsulfonyl)-2-oxo-1-piperazinyl]-4-methylpentanoic acid